(1r,4r)-4-amino-N-(3-methoxy-4-methylphenyl)cyclohexanecarboxamide NC1CCC(CC1)C(=O)NC1=CC(=C(C=C1)C)OC